FC1=CC=C(C=C1)C1=NN(C=C1C=1C2=C(N=CN1)OC(=C2)C2=CC=CC=C2)CC(=O)NC [3-(4-Fluorophenyl)-4-(6-phenylfuro[2,3-d]pyrimidin-4-yl)-1H-pyrazol-1-yl]-N-methylacetamide